NC1=NC=C(C(=C1)OC(C(=O)NC)C)Cl 2-((2-amino-5-chloropyridin-4-yl)oxy)-N-methylpropanamide